N[C@H]1[C@@H](CCCC1)N1CCCCC1 (1R,2R)-1-amino-2-(1-piperidinyl)cyclohexane